5-[5-chloro-2-[1-(2-isopropyl-3,6-dimethyl-4-oxo-chromen-8-yl)ethylamino]phenyl]-3-fluoro-2-(4,4,5,5-tetramethyl-1,3,2-dioxaborolan-2-yl)benzaldehyde ClC=1C=CC(=C(C1)C=1C=C(C(=C(C=O)C1)B1OC(C(O1)(C)C)(C)C)F)NC(C)C=1C=C(C=C2C(C(=C(OC12)C(C)C)C)=O)C